(1R,5R,7R)-6-(Cyclopropanecarbonyl)-7-ethynyl-3-methyl-3,6-diazabicyclo[3.2.1]octan-2-one C1(CC1)C(=O)N1[C@H]2CN(C([C@@H]([C@@H]1C#C)C2)=O)C